COC=1C(=CC=2N(C1)C=NC2)C2=CC(=NC=C2C(=O)NC=2SC1=C(N2)CN(C1)C(C1=C(N=CC=C1)OC)=O)C 4-(6-methoxyimidazo[1,5-a]pyridin-7-yl)-N-(5-(2-methoxynicotinoyl)-5,6-dihydro-4H-pyrrolo[3,4-d]thiazol-2-yl)-6-methylnicotinamide